O1COC2=C1C=CC(=C2)COC2=CC=CC(=N2)C=2CCN(CC2)CC2=NC1=C(N2C[C@H]2OCC2)C=C(C=C1)C(=O)O (S)-2-((6-(Benzo[d][1,3]dioxolan-5-ylmethoxy)-3',6'-dihydro-[2,4'-bipyridyl]-1'(2'H)-yl)methyl)-1-(oxetane-2-ylmethyl)-1H-benzo[d]imidazole-6-carboxylic acid